(4-ethylphenyl)(piperidine-1-yl)methanone Methyl-(E)-3-(4-(4-(((tert-butoxycarbonyl)(2-phenylcyclopropyl)amino)methyl)piperidin-1-yl)phenyl)acrylate COC(\C=C\C1=CC=C(C=C1)N1CCC(CC1)CN(C1C(C1)C1=CC=CC=C1)C(=O)OC(C)(C)C)=O.C(C)C1=CC=C(C=C1)C(=O)N1CCCCC1